C1(=CC=CC=C1)[C@]1(C(NC2=CC=CC=C12)=O)N1C=CC=C1 (S)-3-(phenyl)-3-(N-pyrrolyl)indolin-2-one